1-ethylpiperidine-2-one C(C)N1C(CCCC1)=O